C(#C)C=1C=CC(=NC1)C(=O)O 5-ethynyl-Picolinic Acid